CC=1C=C(N)C=C(C1)C(F)(F)F 3-methyl-5-trifluoromethyl-aniline